C(C=C)N1N(C2=NC(=NC=C2C1=O)NC1=CC=C(C=C1)N1CCN(CC1)CCCNC(OC(C)(C)C)=O)C1=NC(=CC=C1)OC tert-butyl (3-(4-(4-((2-allyl-1-(6-methoxypyridin-2-yl)-3-oxo-2,3-dihydro-1H-pyrazolo[3,4-d]pyrimidin-6-yl)amino)phenyl)piperazin-1-yl)propyl)carbamate